COC(N[C@H](C(=O)NC=1C(N(C(=C(C1)C)C)CC1=NC2=C(C(=NC=C2F)CC(C)C)N1)=O)CC\C=C\C(=O)N(C)C)=O Methyl-(S,E)-(7-(dimethylamino)-1-((1-((7-fluoro-4-isobutyl-3H-imidazo[4,5-c]pyridin-2-yl)methyl)-5,6-dimethyl-2-oxo-1,2-dihydropyridin-3-yl)amino)-1,7-dioxohept-5-en-2-yl)carbamat